1-[4-(2,3-dichloro-6-methoxyphenyl)piperidin-2-yl]methylamine ClC1=C(C(=CC=C1Cl)OC)C1CC(NCC1)CN